CC1=CC=C(C=C1)S(=O)(=O)[O-].C(C)OCC(COC1=CC=C(C(=O)CC[S+](C)C)C=C1)O 2-[4-(3-ethoxy-2-hydroxypropoxy)benzoyl]ethyldimethyl-sulfur p-toluenesulfonate